FC=1C(=NC(=CC1C=1NC2=CC=C(C=C2C1C(C)C)C1CCN(CC1)CC(=O)NC)C)C 2-(4-(2-(3-fluoro-2,6-dimethylpyridin-4-yl)-3-isopropyl-1H-indol-5-yl)piperidin-1-yl)-N-methylacetamide